C(C)(C)(C)OC(N(C1=C(C=CC=C1)[N+](=O)[O-])C)=O Methyl-(2-nitrophenyl)carbamic acid tert-butyl ester